N2-(4,4-Difluorocyclohexyl)-N4-methyl-5-(3-(2,2,2-trifluoroethyl)-3H-imidazo[4,5-b]pyridin-5-yl)pyrrolo[2,1-f][1,2,4]triazine-2,4-diamine FC1(CCC(CC1)NC1=NN2C(C(=N1)NC)=C(C=C2)C2=CC=C1C(=N2)N(C=N1)CC(F)(F)F)F